C(C)(C)(C)NC1=NC=C2N=C(N(C2=N1)C1CCNCC1)NC1=CC(=CC=C1)C(F)F N2-(tert-Butyl)-N8-(3-(difluoromethyl)phenyl)-9-(piperidin-4-yl)-9H-purine-2,8-diamine